C(C1=CC=CC=C1)OC(C(=O)NNC(=O)C1=NC(=C(C=C1NC(OC(C)(C)C)=O)C(F)(F)F)Br)(CCC=C)C(F)(F)F tert-Butyl N-[2-[[[2-benzyloxy-2-(trifluoromethyl)hex-5-enoyl]amino]carbamoyl]-6-bromo-5-(trifluoromethyl)-3-pyridyl]carbamate